C(C1=CC=C(C(=O)OCCCO)C=C1)(=O)OCCCO bis(3-Hydroxypropyl) terephthalate